tert-butyl (R)-3-(2-(4-(methoxymethoxy)-2-methyl-6-(4,4,5,5-tetramethyl-1,3,2-dioxaborolan-2-yl)phenethoxy)ethoxy)azepane-1-carboxylate COCOC1=CC(=C(CCOCCO[C@H]2CN(CCCC2)C(=O)OC(C)(C)C)C(=C1)B1OC(C(O1)(C)C)(C)C)C